3-(cyclopropylamino)-4-[(6R)-2,2-difluoro-7-[(5-methoxy-7-methyl-1H-indol-4-yl)methyl]-7-azaspiro[3.5]nonan-6-yl]benzoic acid C1(CC1)NC=1C=C(C(=O)O)C=CC1[C@H]1CC2(CC(C2)(F)F)CCN1CC1=C2C=CNC2=C(C=C1OC)C